5-chloro-3-(3,4-dimethoxyphenyl)-2-methyl-1H-pyrrolo[2,3-c]pyridine ClC=1C=C2C(=CN1)NC(=C2C2=CC(=C(C=C2)OC)OC)C